2-((2S)-4-(7-(8-chloronaphthalen-1-yl)-2-((1-((dimethylamino)methyl)cyclopropyl)methoxy)-7,8-dihydro-5H-pyrano[4,3-d]pyrimidin-4-yl)-1-(2-fluoroacryloyl)piperazin-2-yl)acetonitrile ClC=1C=CC=C2C=CC=C(C12)C1CC=2N=C(N=C(C2CO1)N1C[C@@H](N(CC1)C(C(=C)F)=O)CC#N)OCC1(CC1)CN(C)C